FC1=C(C=CC(=C1)O)CC(=O)N 2-(2-fluoro-4-hydroxyphenyl)acetamide